tert-Butyl-2-[[3-[[(E,2S)-7-(dimethylamino)-7-oxo-2-(pyrrolidin-1-carbonyloxy)hept-5-enoyl]amino]-2-oxo-1-pyridyl]methyl]-7-(2,2-dimethylpropyl)-5-fluoro-indol-1-carboxylat C(C)(C)(C)OC(=O)N1C(=CC2=CC(=CC(=C12)CC(C)(C)C)F)CN1C(C(=CC=C1)NC([C@H](CC\C=C\C(=O)N(C)C)OC(=O)N1CCCC1)=O)=O